COCOCCCC(CC(CC(CC(CC(CC(CCCBr)C)C)C)C)C)C 17-bromo-4,6,8,10,12,14-hexamethylheptadecyl methoxymethyl ether